5-cyclopropyl-6-(3-methylimidazo[4,5-c]pyridin-7-yl)-3-[[6-[(3R)-3-methylmorpholin-4-yl]-3-pyridyl]amino]pyrazine-2-carboxamide C1(CC1)C=1N=C(C(=NC1C=1C2=C(C=NC1)N(C=N2)C)C(=O)N)NC=2C=NC(=CC2)N2[C@@H](COCC2)C